2-Phenyl-1-(pyrrolidin-1-yl)ethan-1-one C1(=CC=CC=C1)CC(=O)N1CCCC1